1-(4-(4-(4-(methylamino)piperidin-1-yl)-6-((2-(thiophen-2-yl)ethyl)amino)-1,3,5-triazine-2-yl)-1,4-diazepan-1-yl)ethan-1-one CNC1CCN(CC1)C1=NC(=NC(=N1)NCCC=1SC=CC1)N1CCN(CCC1)C(C)=O